BrC=1C=C(SC1C1=C(C=C(C=C1)Cl)C)C(C(F)(F)F)(C(F)(F)F)O 2-(4-bromo-5-(4-chloro-2-methylphenyl)thiophen-2-yl)-1,1,1,3,3,3-hexafluoropropan-2-ol